(Z)-3-(3-bromo-4-fluorobenzylidene)isobenzofuran 6-bromo-3-(ethoxycarbonyl)-7-fluoronaphthalen-1-yl-acetate BrC=1C=C2C=C(C=C(C2=CC1F)CC(=O)O)C(=O)OCC.BrC=1C=C(\C=C\2/OCC3=CC=CC=C23)C=CC1F